4-(2-((6-methylpyridin-2-yl)amino)thiazol-4-yl)benzoic acid CC1=CC=CC(=N1)NC=1SC=C(N1)C1=CC=C(C(=O)O)C=C1